FC1=C(N)C=C(C(=C1)OC)OCC=1C=CC=C2C=CN(C12)S(=O)(=O)CC1=CC=CC=C1 2-fluoro-4-methoxy-5-((1-toluenesulfonyl-1H-indol-7-yl)methoxy)aniline